BrC1=CC=2C(=C3N(CCN(C3)C(CCOCCC)=O)C2N=C1)C 1-(3-(3-bromo-5-methyl-8,9-dihydropyrido[3',2':4,5]pyrrolo[1,2-a]pyrazin-7(6H)-yl)-3-oxopropoxy)propan